N1NCCCCCC1 1,2-diazacyclooctane